N-methoxymethylmelamine COCNC1=NC(=NC(=N1)N)N